N[C@H](C(=O)O)[C@H](CCCB(O)O)CN (2S,3R)-2-amino-3-(aminomethyl)-6-dihydroxyboryl-hexanoic acid